NC=1C2=C(N=CN1)N(C=C2)[C@H]2[C@@](O)(C[C@H](O2)CO)C 4-amino-7-(3-deoxy-2-C-methyl-β-D-arabinofuranosyl)-7H-pyrrolo[2,3-d]pyrimidine